5-Hydroxy-3,6,7,3',4'-pentamethoxyflavone OC1=C2C(C(=C(OC2=CC(=C1OC)OC)C1=CC(=C(C=C1)OC)OC)OC)=O